8-bromo-N-cyclopropyl-7-methoxy-1,6-naphthyridin-2-amine BrC=1C(=NC=C2C=CC(=NC12)NC1CC1)OC